thiophen-2-amine TFA salt OC(=O)C(F)(F)F.S1C(=CC=C1)N